methyl 4-acetylfuro[2,3-c]pyridine-7-carboxylate C(C)(=O)C1=C2C(=C(N=C1)C(=O)OC)OC=C2